3-(4-(((1r,4r)-4-(aminomethyl)cyclohexyl)(pentyl)amino)-1-oxoisoindolin-2-yl)piperidine-2,6-dione NCC1CCC(CC1)N(C1=C2CN(C(C2=CC=C1)=O)C1C(NC(CC1)=O)=O)CCCCC